8-[(3R,5S)-3-hydroxy-5-methylpiperidin-1-yl]Quinoxaline-5-carbonitrile O[C@H]1CN(C[C@H](C1)C)C1=CC=C(C=2N=CC=NC12)C#N